CC=1C=NN2C1C(NC1=C(C=CC=C21)C)=O 3,6-dimethylpyrazolo[1,5-a]quinoxalin-4(5H)-one